C1(CC(C2=CC=C3C(=C12)C=CC=C3)=O)=O benzoindan-1,3-dione